(4-(benzofuran-5-yl)furan-2-yl)-3-oxopropanoic acid methyl ester COC(C(C=O)C=1OC=C(C1)C=1C=CC2=C(C=CO2)C1)=O